C(C)(C)C1(NC=NC(N1)(N)C(C)C)N 2,4-diisopropyl-1,3,5-triazine-2,4-diamine